2,6-Dichloro-5-methoxypyrimidine-4-carboxaldehyde ClC1=NC(=C(C(=N1)C=O)OC)Cl